(6,6-dimethyltetrahydro-2H-pyran-3-yl)amine CC1(CCC(CO1)N)C